ClC=C(C(F)(F)F)Cl 1,2-dichloro-3,3,3-trifluoro-1-propene